NC1=C(C=C(C=2C(C3=CC=CC=C3C(C12)=O)=O)NC1=CC(=C(C=C1)S(=O)(=O)O)NN1NC(=CC(=N1)OCCOC(C(=C)C)=O)Cl)S(=O)(=O)O 1-amino-4-[3-(4-(2-methacryloyloxy-ethoxy)-6-chlorotriazin-2-ylamino)-4-sulfophenylamino]anthraquinone-2-sulfonic acid